NCC1=CC(=CC=C1)CN α,α'-diaminom-xylene